BrC=1C=C(C=C(C1)[N+](=O)[O-])S(=O)(=O)NC 3-Bromo-N-methyl-5-nitrobenzenesulfonamide